FC(C1=CC=C(C=C1)C1=NN=C(C2=CC=CC=C12)NC1(CCC1)CNC(OC(C)(C)C)=O)(F)F tert-butyl ((1-((4-(4-(trifluoromethyl)phenyl)phthalazin-1-yl)amino)cyclobutyl)methyl)carbamate